OC=1C(C=C(C(C1SC1=C(C(C=C(C1=O)O)=O)O)=O)O)=O 2,5-dihydroxy-p-benzoquinonyl sulfide